(7S)-2-[4-(3-methoxyphenoxy)phenyl]-7-(piperazin-1-yl)-4,5,6,7-tetrahydro-2H-pyrazolo[4,3-b]pyridine-3-carboxamide COC=1C=C(OC2=CC=C(C=C2)N2N=C3C(NCC[C@@H]3N3CCNCC3)=C2C(=O)N)C=CC1